BrC=1N=C2N(CCN(C2)C2=C(C(N(N=C2)C2OCCCC2)=O)Cl)C1CC1=C(C=C(C=C1)F)C(F)(F)F 5-(2-Bromo-3-(4-fluoro-2-(trifluoromethyl)benzyl)-5,6-dihydroimidazo[1,2-a]pyrazin-7(8H)-yl)-4-chloro-2-(tetrahydro-2H-pyran-2-yl)pyridazin-3(2H)-one